COC(=O)C=1C=C2C=C(C=NC2=C(C1)OC)C(F)F 3-(difluoromethyl)-8-methoxyquinoline-6-carboxylic acid methyl ester